3-(4-(Difluoromethoxy)phenyl)-5-(piperazin-1-yl)-1,2,4-oxadiazole FC(OC1=CC=C(C=C1)C1=NOC(=N1)N1CCNCC1)F